C(C=CC1=CC=CC=C1)(=O)O[C@]1(C(C(=C2C=C(N(C=C2C1=O)C1=CC=C(C=C1)C1=CC=C(C=C1)F)\C=C\C(=C\[C@H](CC)C)\C)Cl)=O)C (R)-5-chloro-3-((S,1E,3E)-3,5-dimethylhepta-1,3-dien-1-yl)-2-(4'-fluoro-[1,1'-biphenyl]-4-yl)-7-methyl-6,8-dioxo-2,6,7,8-tetrahydroisoquinolin-7-yl cinnamate